N-(4-oxo-6,7-dihydro-5H-pyrazolo[1,5-a]pyridin-2-yl)carbamic acid tert-butyl ester C(C)(C)(C)OC(NC1=NN2C(C(CCC2)=O)=C1)=O